N-({4-amino-1H,3H-furo[3,4-c]quinolin-7-yl}methyl)-2-cyclopropyl-N-(5-fluoro-2-methoxy-pyridin-3-yl)pyrimidine-5-carboxamide NC1=NC=2C=C(C=CC2C2=C1COC2)CN(C(=O)C=2C=NC(=NC2)C2CC2)C=2C(=NC=C(C2)F)OC